tert-butyl (S)-(1-(4-(5-fluoropyridin-2-yl)-1,2,3,4-tetrahydroquinoxaline-1-carbonyl)pyrrolidin-3-yl)carbamate FC=1C=CC(=NC1)N1CCN(C2=CC=CC=C12)C(=O)N1C[C@H](CC1)NC(OC(C)(C)C)=O